1-(Cyclopropylmethoxy)-2-[(2,3-difluoro-6-methoxyphenyl)methoxy]-5-fluoro-4-nitrobenzene C1(CC1)COC1=C(C=C(C(=C1)F)[N+](=O)[O-])OCC1=C(C(=CC=C1OC)F)F